CO[C@]1(C[C@H](N(C1)C(=O)C=1NC2=CC=CC(=C2C1)OC)C(=O)N[C@H](C(=O)OC)C[C@H]1C(NCCC1)=O)C(F)(F)F methyl (2S)-2-[[(2S,4S)-4-methoxy-1-(4-methoxy-1H-indole-2-carbonyl)-4-(trifluoromethyl)pyrrolidine-2-carbonyl]amino]-3-[(3S)-2-oxo-3-piperidyl]propanoate